1-[(2R)-2-(4-cyclopropyl-triazol-1-yl)-3,3-dimethyl-butyryl]-N-[(2,2-difluorospiro[2.4]heptane-1-yl)methyl]-4-hydroxy-pyrrolidine-2-carboxamide C1(CC1)C=1N=NN(C1)[C@@H](C(=O)N1C(CC(C1)O)C(=O)NCC1C(C12CCCC2)(F)F)C(C)(C)C